6-hydroxyhexyl (E)-dec-2-enoate C(\C=C\CCCCCCC)(=O)OCCCCCCO